COC=1C=C2CCN(CC2=CC1NC1=NC=C2C(=N1)N(N=C2C)[C@H]2CC[C@H](CC2)O)C (cis)-4-(6-((6-methoxy-2-methyl-1,2,3,4-tetrahydroisoquinolin-7-yl)amino)-3-methyl-1H-pyrazolo[3,4-d]pyrimidin-1-yl)cyclohexan-1-ol